NC1=C(C(N(C2=NC(=CC=C12)OC1CC1)C1=CC=C(C=C1)Cl)=O)C(=O)OC methyl 4-amino-1-(4-chlorophenyl)-7-cyclopropoxy-2-oxo-1,2-dihydro-1,8-naphthyridine-3-carboxylate